FC=1C(NC(N(C1)C1=CC=C(C=C1)NC(CCCCCCCCCCCCC)=O)=O)=O N-(4-(5-fluoro-2,4-dioxo-3,4-dihydropyrimidin-1(2H)-yl)phenyl)tetradecanamide